2-bromo-4-(2,6-dimethylphenyl)pyridine BrC1=NC=CC(=C1)C1=C(C=CC=C1C)C